ethyl-N,N-diallylcarbamate C(C)OC(N(CC=C)CC=C)=O